4-oxo-N-({6-[(propylamino)methyl]imidazo[1,2-a]pyridin-2-yl}methyl)-4H-pyrido[1,2-a]pyrimidine-2-carboxamide O=C1C=C(N=C2N1C=CC=C2)C(=O)NCC=2N=C1N(C=C(C=C1)CNCCC)C2